C(C)(C)(C)NC(O[C@H]1CO[C@H](C1)C1=CC(=NN1)NC=1C=2N(C=CN1)N=C(C2)COC)=O (3R,5R)-5-(3-((2-(methoxymethyl) pyrazolo[1,5-a]pyrazin-4-yl)amino)-1H-pyrazol-5-yl)tetrahydrofuran-3-yl tert-butylcarbamate